C12(C3C4C5C3C1C5C24)C(=O)N2C(C[C@@H](CC2)N2N=CC(=C2)CNC2=C4C(N(C(C4=CC=C2)=O)C2C(NC(CC2)=O)=O)=O)(C)C 4-(((1-((R)-1-(cubane-1-carbonyl)-2,2-dimethylpiperidin-4-yl)-1H-pyrazol-4-yl)methyl)amino)-2-(2,6-dioxopiperidin-3-yl)isoindoline-1,3-dione